FC=1C=C2C(=NN(C2=CC1C1CCN(CC1)CC1CCNCC1)C)C1C(NC(CC1)=O)=O 3-(5-fluoro-1-methyl-6-(1-(piperidin-4-ylmethyl)piperidin-4-yl)-1H-indazol-3-yl)piperidine-2,6-dione